C(CC)C1(NC(OC2=C1C=CC=C2)=O)C2=CC=CC=C2 4-n-propyl-4-phenyl-1,3-benzoxazine-2(4H)-one